tert-butyl N-(4-piperidyl)carbamate N1CCC(CC1)NC(OC(C)(C)C)=O